C1(=CC=CC=C1)NCCNC1=CC=CC=C1 (1S,2S)-diphenyl-ethylenediamine